S1C(=NC2=C1C=CC=C2)NC2=C(C(=C(N=N2)NC=2SC=C(N2)C(=O)OCC)C)CO ethyl 2-({6-[(1,3-benzothiazol-2-yl) amino]-5-(hydroxymethyl)-4-methylpyridazin-3-yl} amino)-1,3-thiazole-4-carboxylate